Methyl alpha-D-glucopyranoside (Methyl alpha-D-glucopyranoside) C[C@@]1(O)[C@H](O)[C@@H](O)[C@H](O)[C@H](O1)CO.O([C@@H]1[C@H](O)[C@@H](O)[C@H](O)[C@H](O1)CO)C